NC1=C(C(=NN1CC(=O)O)C1=C(C=C(C=C1)F)F)F 2-(5-Amino-3-(2,4-difluorophenyl)-4-fluoro-1H-pyrazol-1-yl)acetic acid